F[Ag](F)(F)(F)(F)F.[Sb] antimony hexafluoroSilver